BrC=1C=C(C=CC1OC)S(=O)(=O)N(CC)CC 3-Bromo-N,N-diethyl-4-methoxy-benzenesulfonamide